C(C)[C@H]1N(C[C@@H](N(C1)C=1C=2N(N(C(C1)=O)C)C=C(N2)CC#N)C)C(C)C2=CC=C1C(=N2)SC(=N1)C 2-(8-((2s,5r)-5-ethyl-2-methyl-4-(1-(2-methylthiazolo[5,4-b]pyridin-5-yl)ethyl)piperazin-1-yl)-5-methyl-6-oxo-5,6-dihydroimidazo[1,2-b]pyridazin-2-yl)acetonitrile